1-Methylpiperidine-2,4-dione CN1C(CC(CC1)=O)=O